5-Methoxyoxazolo[4,5-b]pyridine-2-thiol COC1=CC=C2C(=N1)N=C(O2)S